BrC1=C(C=C2CCN3C(C2=C1)=C(N=C3C(=O)N3[C@](C[C@@H](C3)O)(C#N)C)C3CC(C3)(F)F)OC (2R,4S)-1-(9-bromo-1-(3,3-difluorocyclobutyl)-8-methoxy-5,6-dihydroimidazo[5,1-a]isoquinoline-3-carbonyl)-4-hydroxy-2-methylpyrrolidine-2-carbonitrile